1-(2-bromo-5-cyclopropylphenyl)cyclopropan-1-ol BrC1=C(C=C(C=C1)C1CC1)C1(CC1)O